C(N)(=N)C=1C=C(SC1)CNC(=O)C1NCC2(OCCO2)C1 N-((4-carbamimidoylthiophen-2-yl)methyl)-1,4-dioxa-7-azaspiro[4.4]nonane-8-carboxamide